1-[[2-(difluoromethoxy)pyridin-4-yl]methyl]-3-[1-(3-fluoro-1-bicyclo[1.1.1]pentanyl)cyclopropyl]urea FC(OC1=NC=CC(=C1)CNC(=O)NC1(CC1)C12CC(C1)(C2)F)F